C1(CC1)C1=C(N=CO1)C(=O)NC=1C(=NC(=CC1C)N1CC=2C=CC=NC2CC1)N1CCC(CC1)(F)F 5-cyclopropyl-N-[2-(4,4-difluoro-1-piperidyl)-6-(7,8-dihydro-5H-1,6-naphthyridin-6-yl)-4-methyl-3-pyridyl]oxazole-4-carboxamide